(R)-N-((S)-2-(dimethylamino)-3-(4-hydroxy-2,6-dimethylphenyl)propyl)-3-(2-methylthiazol-5-yl)pentanamide CN([C@H](CNC(C[C@@H](CC)C1=CN=C(S1)C)=O)CC1=C(C=C(C=C1C)O)C)C